ClC1=C(C=CC(=C1)C(F)(F)F)N1C(SC2=C1C=CC(=C2)S(=O)(=O)Cl)=O (2-chloro-4-(trifluoromethyl)phenyl)-benzothiazol-2(3H)-one-6-sulfonyl chloride